ClC1=NC=C(N=C1)C1(CC1)C(F)(F)F 2-Chloro-5-[1-(trifluoromethyl)cyclopropyl]pyrazine